2-[2-(Tert-butylamino)ethylthio]ethanol C(C)(C)(C)NCCSCCO